methyl ((3-methyloxetan-3-yl)methyl) malonate C(CC(=O)OCC1(COC1)C)(=O)OC